N-methyl-pyrimidone CN1C(N=CC=C1)=O